O=C1NC(CCC1N1C(N(C2=C1C=CC(=C2)C#CCC2CCN(CC2)C(=O)[O-])C)=O)=O 4-(3-(1-(2,6-dioxopiperidin-3-yl)-3-methyl-2-oxo-2,3-dihydro-1H-benzo[d]imidazol-5-yl)prop-2-yn-1-yl)piperidine-1-carboxylate